2-[(4-{6-[(2,4-Difluorobenzyl)oxy]pyridin-2-yl}piperidin-1-yl)methyl]-3-[(2S)-oxetan-2-ylmethyl]-3H-imidazo[4,5-b]pyridin FC1=C(COC2=CC=CC(=N2)C2CCN(CC2)CC2=NC=3C(=NC=CC3)N2C[C@H]2OCC2)C=CC(=C1)F